FC=1C=C(C=CC1C(F)(F)F)CC(=O)O 3-fluoro-4-(trifluoromethyl)phenylacetic acid